FC1(CC1)C(=O)N[C@@H](C(=O)N1[C@@H](C[C@H](C1)O)C(=O)NCC1=C(C=C(C=C1)C1=C(N=CS1)C)O)C(C)(C)C (2S,4R)-1-[(2R)-2-[(1-fluorocyclopropyl)formamido]-3,3-dimethylbutanoyl]-4-hydroxy-N-{[2-hydroxy-4-(4-methyl-1,3-thiazol-5-yl)phenyl]methyl}pyrrolidine-2-carboxamide